C(C)(C)(C)OC(=O)N1CC(CC1)N1N=C(C2=CC(=CC=C12)Br)CO 3-(5-bromo-3-(hydroxymethyl)-1H-indazol-1-yl)-pyrrolidine-1-carboxylic acid tert-butyl ester